FC(C(=O)O)(F)F.FC(C(=O)O)(F)F.CN(S(=O)(=O)C)C1=C(C(=O)N)C=CC=C1 2-(N-methylmethylsulfonamido)benzamide bis(2,2,2-trifluoroacetate)